(dimethylfluorenyl)(phenyldibenzothiophenyl)triazine CC=1C(=C(C=2CC3=CC=CC=C3C2C1)C=1C(=NN=NC1)C1=C(C=CC=2SC3=C(C21)C=CC=C3)C3=CC=CC=C3)C